C1(CC1)C=1SC=2CN(CCC2N1)C=1C(=CC=2C(=NC=CN2)N1)C 2-Cyclopropyl-5-(7-methylpyrido[2,3-b]pyrazin-6-yl)-4,5,6,7-tetrahydrothiazolo[5,4-c]pyridine